OB1OCC2=C1C=C(C(=C2)OC)O 1-hydroxy-5-methoxy-3H-2,1-benzoxaborol-6-ol